N1(CC=CC2=CC=CN=C12)C(=O)[O-] 1,8-naphthyridine-1(2H)-carboxylate